FC=1C(=CC(=NC1)OC)C1=CC(=NN1)C(=O)N1C2(CC2)C[C@H](CC1)C(=O)N[C@H]1CN(CC1)C1=CN=NC(=C1)C (S)-4-(5-(5-fluoro-2-methoxypyridin-4-yl)-1H-pyrazole-3-carbonyl)-N-((R)-1-(6-methylpyridazin-4-yl)pyrrolidin-3-yl)-4-azaspiro[2.5]octane-7-carboxamide